(R/S)-3-(4-Chloro-1H-pyrrolo[2,3-b]pyridin-2-yl)tetrahydrofuran-3-ol ClC1=C2C(=NC=C1)NC(=C2)[C@]2(COCC2)O |r|